6-Chloro-3-[(1R)-1-[2-(2-isopropoxypyrimidin-5-yl)-3,6-dimethyl-4-oxo-chromen-8-yl]ethoxy]pyridine-2-sulfonamide ClC1=CC=C(C(=N1)S(=O)(=O)N)O[C@H](C)C=1C=C(C=C2C(C(=C(OC12)C=1C=NC(=NC1)OC(C)C)C)=O)C